BrC1=CC=C(C(=O)N2C[C@@H](N(C[C@H]2C)C(=O)OC(C)(C)C)C)C=C1 tert-Butyl (2S,5R)-4-(4-bromobenzoyl)-2,5-dimethylpiperazine-1-carboxylate